7-methyl-1-((3-((3R,5R)-5-(p-tolyl)tetrahydrofuran-3-yl)-1,2,4-oxadiazol-5-yl)methyl)-1,7-dihydro-6H-purin-6-one CN1C=NC=2N=CN(C(C12)=O)CC1=NC(=NO1)[C@@H]1CO[C@H](C1)C1=CC=C(C=C1)C